dihydrobenzo[4,5]imidazo[1,2-a]pyridin-6(7H)-one C1CC=CC=2N1C1=C(N2)C(CC=C1)=O